bis-(t-butylphenyl)trifluoroiodonium C(C)(C)(C)C1=C(C=CC=C1)[IH+](F)(F)(F)C1=C(C=CC=C1)C(C)(C)C